C1(CC1)N1N=NC(=C1)[C@H]1CN(CCO1)S(=O)(=O)C1=CC=C(C=C1)C (2R)-2-(1-cyclopropyltriazol-4-yl)-4-(p-tolylsulfonyl)morpholine